3-(5-methyl-2-furyl)butanal Benzyl-tert-butyl-(5-((4-aminobutyl)amino)-5-oxopentane-1,4-diyl)dicarbamate C(C1=CC=CC=C1)N(C(O)=O)CCCC(C(=O)NCCCCN)N(C(O)=O)C(C)(C)C.CC1=CC=C(O1)C(CC=O)C